(1S,5S)-3-oxabicyclo[3.1.0]hexane-1-carboxylic acid [C@]12(COC[C@H]2C1)C(=O)O